C(C)(C)(C)OC(=O)OC1=NC=2CCN(C(C2C=C1)C)C(=O)OC(C)(C)C tert-butyl 2-((tert-butoxycarbonyl)oxy)-5-methyl-7,8-dihydro-1,6-naphthyridine-6(5H)-carboxylate